C(CCC)OC(C1CCN(CC1)C1=CC(=C(C(=O)OC)C=C1)F)OCCCC Methyl 4-[4-(dibutoxymethyl)piperidin-1-yl]-2-fluorobenzoate